5-[[2-[(2R,5S)-5-methyl-2-(2-thienyl)-1-piperidyl]-2-oxo-acetyl]amino]pyridine-3-carboxamide C[C@H]1CC[C@@H](N(C1)C(C(=O)NC=1C=C(C=NC1)C(=O)N)=O)C=1SC=CC1